(E)-ethyl 3-(3-methyl-1,2,4-oxadiazol-5-yl)acrylate CC1=NOC(=N1)/C=C/C(=O)OCC